4,6-dimethylpyrimidine-5-carboxamide CC1=NC=NC(=C1C(=O)N)C